2,3-difluorotoluene FC1=C(C)C=CC=C1F